O=C1N(CC2=CC(=CC=C12)N)C1C(NC(CC1)=O)=O 1-oxo-2-(2,6-dioxopiperidin-3-yl)-5-aminoisoindoline